3-oxo-2,3-dihydropyridazine-4-carboxylate O=C1NN=CC=C1C(=O)[O-]